NC1=CC=C(C=C1)N1CCC(CC1)O 1-(4-aminophenyl)-4-piperidinol